(3R,4R)-3,4-trans-diamino-1,1-dimethyl-pyrrolidinium (S)-quinuclidin-3-yl-(7-(m-tolyl)-1,2,3,4-tetrahydronaphthalen-1-yl)carbamate N12CC(C(CC1)CC2)N(C([O-])=O)[C@H]2CCCC1=CC=C(C=C21)C=2C=C(C=CC2)C.N[C@@H]2C[N+](C[C@H]2N)(C)C